[Br-].CO[Si](CCCOC1=C(C=C(C=C1)O)[P+](C1=CC=CC=C1)(C1=CC=CC=C1)C1=CC=CC=C1)(OC)OC (2-[3-(trimethoxysilyl)propoxy]-5-hydroxyphenyl)triphenylphosphonium bromide